N-benzyl-N-(4-(benzyloxy)-5-methoxy-2-nitrobenzoyl)-L-alanine methyl ester COC([C@@H](N(C(C1=C(C=C(C(=C1)OC)OCC1=CC=CC=C1)[N+](=O)[O-])=O)CC1=CC=CC=C1)C)=O